NC1=C2NC(N(C2=NC(=N1)OCCCC)CCCN(CCCN1CCCCC1)CC1=CC=C(C=C1)CC(=O)OC)=O methyl (4-{[[3-(6-amino-2-butoxy-8-oxo-7,8-dihydro-9H-purin-9-yl)propyl](3-piperidin-1-ylpropyl)amino]methyl}phenyl)acetate